ClC1=CC=C(C=C1)C1=CC(=NC(=N1)C=1C=NN(C1)C)C(=O)N[C@H]1CCC2=NC=CC=C21 (S)-6-(4-chlorophenyl)-N-((S)-6,7-dihydro-5H-cyclopenta[B]pyridin-5-yl)-2-(1-methyl-1H-pyrazol-4-yl)pyrimidine-4-carboxamide